tert-butyl 3-(5-{4-[(cyanomethyl)amino]-6-{3-cyanopyrrolo[1,2-b]pyridazin-7-yl}pyridin-3-yl}-1,3,4-thiadiazol-2-yl)-3,8-diazabicyclo[3.2.1]octane-8-carboxylate C(#N)CNC1=C(C=NC(=C1)C1=CC=C2N1N=CC(=C2)C#N)C2=NN=C(S2)N2CC1CCC(C2)N1C(=O)OC(C)(C)C